2-(benzylamino)-3,3-difluoro-4-methylpentanoic acid C(C1=CC=CC=C1)NC(C(=O)O)C(C(C)C)(F)F